(1-cyclobutyl-4-methoxy-1H-pyrazol-5-yl)boric acid C1(CCC1)N1N=CC(=C1OB(O)O)OC